(R)-2-((2-((S)-4-(difluoromethyl)-2-carbonyl-oxazolidin-3-yl)-5,6-dihydrobenzo[f]imidazo[1,2-d][1,4]oxazepin-9-yl)amino)-3-fluoropropionamide FC([C@H]1N(C(OC1)=C=O)C=1N=C2N(CCOC3=C2C=CC(=C3)N[C@H](C(=O)N)CF)C1)F